(Z)-4,8-Dimethyl-3,7-nonadienoic acid C/C(=C/CC(=O)O)/CCC=C(C)C